NC1=CC=CC(=N1)S(=O)(=O)NC(=O)C=1C(=NC(=C(C1)F)O[C@H]1COCC1)N1C(C[C@@H](C1)C)(C)C N-[(6-Amino-2-pyridyl)sulfonyl]-5-fluoro-6-[(3R)-tetrahydrofuran-3-yl]oxy-2-[(4S)-2,2,4-trimethylpyrrolidin-1-yl]pyridin-3-carboxamid